C(C)OCCN 2-ethoxyethylamine